2-(5-cyclopropyl-1-methyl-1H-pyrazol-3-yl)-5-nitropyridine C1(CC1)C1=CC(=NN1C)C1=NC=C(C=C1)[N+](=O)[O-]